Tert-Butyl (2S,4S)-2-(hydroxymethyl)-4-(methylsulfonyl)pyrrolidine-1-carboxylate OC[C@H]1N(C[C@H](C1)S(=O)(=O)C)C(=O)OC(C)(C)C